methyl 1-{3'-fluoro-4-hydroxy-2,5'-dimethyl-6-oxo-[1,4'-bipyridin]-2'-yl}pyrazole-3-carboxylate FC=1C(=NC=C(C1N1C(=CC(=CC1=O)O)C)C)N1N=C(C=C1)C(=O)OC